N,N'-(hexane-1,6-diyl)bis(3-(2,6-bis((2-(dimethylamino)ethyl)thio)-3,7-dimethyloctyl)-5-((2-(dimethylamino)ethyl)thio)cyclohexane-1-carboxamide) C(CCCCCNC(=O)C1CC(CC(C1)SCCN(C)C)CC(C(CCC(C(C)C)SCCN(C)C)C)SCCN(C)C)NC(=O)C1CC(CC(C1)SCCN(C)C)CC(C(CCC(C(C)C)SCCN(C)C)C)SCCN(C)C